C[C@H]1N([C@@H](COC1)C)C(=O)C1=C(OC=2C(=NC=NC2)N2CC3(C2)CCN(CC3)C[C@@H]3CC[C@H](CO3)NC(OC(C)(C)C)=O)C=CC(=C1)F tert-butyl ((3R,6S)-6-((2-(5-(2-((3R,5R)-3,5-dimethylmorpholine-4-carbonyl)-4-fluorophenoxy)pyrimidin-4-yl)-2,7-diazaspiro[3.5]nonan-7-yl)methyl)tetrahydro-2H-pyran-3-yl)carbamate